tert-butyl methyl(2-(4-methyl-3-(2-(piperidin-1-yl)acetamido)thiophene-2-carboxamido)ethyl)carbamate CN(C(OC(C)(C)C)=O)CCNC(=O)C=1SC=C(C1NC(CN1CCCCC1)=O)C